(2S,4S)-tert-butyl 2-(((S)-1-hydroxy-3-((S)-2-oxopyrrolidin-3-yl)propan-2-yl)carbamoyl)-4-phenylpyrrolidine-1-carboxylate OC[C@H](C[C@H]1C(NCC1)=O)NC(=O)[C@H]1N(C[C@@H](C1)C1=CC=CC=C1)C(=O)OC(C)(C)C